10-(2,5-diacetoxyphenyl)-9,10-dihydro-9-oxa-10-phosphaphenanthrene-10-oxide C(C)(=O)OC1=C(C=C(C=C1)OC(C)=O)P1(OC2=CC=CC=C2C=2C=CC=CC12)=O